NC1=C(C=C(C=N1)C=1C=C2C=C(NC2=CC1)C(=O)N1CCN(CC1)C)OCC1=C(C=CC=C1Cl)Cl {5-[6-amino-5-(2,6-dichloro-benzyloxy)-pyridin-3-yl]-1H-indol-2-yl}-(4-methyl-piperazin-1-yl)-methanone